Methyl-4-methyl-1,3-oxazole-5-carboxamide CC=1OC(=C(N1)C)C(=O)N